(4-(2-hydroxyethyl)-1,3-dioxolane-2,2-diyl)bis(pentane-5,1-diyl) bis(2-(2-hexyl-N-methyldecan-amido)acetate) C(CCCCC)C(C(=O)N(C)CC(=O)OCCCCCC1(OCC(O1)CCO)CCCCCOC(CN(C(C(CCCCCCCC)CCCCCC)=O)C)=O)CCCCCCCC